C(CCC)(=O)OCC(COC(CCC)=O)OC(CC(COC(CC\C(=C\CC=1C(=C2C(OCC2=C(C1OC)C)=O)O)\C)=O)C)=O (E)-2-((4-((6-(4-hydroxy-6-methoxy-7-methyl-3-oxo-1,3-dihydroisobenzofuran-5-yl)-4-methylhex-4-enoyl)oxy)-3-methylbutanoyl)oxy)propane-1,3-diyl dibutyrate